N,N'-di-t-butoxycarbonyl-N'-(3-hydroxyphenyl)guanidine C(C)(C)(C)OC(=O)NC(=N)N(C1=CC(=CC=C1)O)C(=O)OC(C)(C)C